ClC1=NNC2=C(C=CC=C12)F 3-chloro-7-fluoro-1H-indazol